(R)-2-((4-fluorophenyl)amino)-2-oxo-1-phenylethyl 3-amino-6-(1-(1-(3-(4-(tert-butoxycarbonyl)piperazin-1-yl)propyl)piperidin-4-yl)-1H-pyrazol-4-yl)pyrazine-2-carboxylate NC=1C(=NC(=CN1)C=1C=NN(C1)C1CCN(CC1)CCCN1CCN(CC1)C(=O)OC(C)(C)C)C(=O)O[C@@H](C(=O)NC1=CC=C(C=C1)F)C1=CC=CC=C1